((2-((1R*,2S*)-2-(3-((4,4-difluorocyclohexyl)amino)propyl)cyclobutoxy)-4-methylphenyl)sulfonyl)-L-proline hydrochloride Cl.FC1(CCC(CC1)NCCC[C@@H]1[C@@H](CC1)OC1=C(C=CC(=C1)C)S(=O)(=O)N1[C@@H](CCC1)C(=O)O)F |o1:12,13|